tert-butyl 4-(4-(3'-chloro-5-fluoro-2-methoxy-4'-(4-methyl-5-oxo-4,5-dihydro-1H-tetrazol-1-yl)-[1,1'-biphenyl]-3-yl)pyridin-2-yl)piperazine-1-carboxylate ClC=1C=C(C=CC1N1N=NN(C1=O)C)C1=C(C(=CC(=C1)F)C1=CC(=NC=C1)N1CCN(CC1)C(=O)OC(C)(C)C)OC